3-[[5-[4-Chloro-3-(difluoromethyl)phenyl]-2-methoxy-3-pyridyl]methyl]oxazolidin-2-one ClC1=C(C=C(C=C1)C=1C=C(C(=NC1)OC)CN1C(OCC1)=O)C(F)F